C(CCCCCCCCCCC)NCC(CCCCCCCCCN1C(=O)N(C=2N=CN(C2C1=O)C)C)O 1-(11-dodecylamino-10-hydroxyundecyl)-3,7-dimethylxanthine